FC(C(=O)O)(F)F.N[C@H]1CN(CC1)C1=C2C(=NC=C1)N(CC2)C(=O)NC=2C(=CC=1N(C2)C=C(N1)C)F (R)-4-(3-aminopyrrolidin-1-yl)-N-(7-fluoro-2-methylimidazo[1,2-a]pyridin-6-yl)-2,3-dihydro-1H-pyrrolo[2,3-b]pyridine-1-carboxamide 2,2,2-trifluoroacetate